1,4-bis(9-phenyl-9H-fluoren-9-yl)benzene C1(=CC=CC=C1)C1(C2=CC=CC=C2C=2C=CC=CC12)C1=CC=C(C=C1)C1(C2=CC=CC=C2C=2C=CC=CC12)C1=CC=CC=C1